4-(6-(difluoromethyl)pyrid-3-yl)-3-(2-trityl-2H-tetrazol-5-yl)phenylamine FC(C1=CC=C(C=N1)C1=C(C=C(C=C1)N)C=1N=NN(N1)C(C1=CC=CC=C1)(C1=CC=CC=C1)C1=CC=CC=C1)F